(S)-2-((((9H-fluoren-9-yl)methoxy)carbonyl)amino)-3-(1-(tert-butoxycarbonyl)-7-methyl-1H-indol-3-yl)propanoic acid C1=CC=CC=2C3=CC=CC=C3C(C12)COC(=O)N[C@H](C(=O)O)CC1=CN(C2=C(C=CC=C12)C)C(=O)OC(C)(C)C